COC1=C2C=C(NC2=CC=C1OC)C(=O)O 4,5-dimethoxy-1H-indole-2-carboxylic acid